C(CCC)N(CCO)CCCC.P(=O)(OCCCCCCCCCCC(C)C)(O)O 11-methyl-1-dodecyl phosphate dibutylethanolamine salt